ClC=1C(=NC=C(C1)C(F)(F)F)C1CCC(CC1)N1CC2(CS(C2)(=O)=O)CC1 6-((1r,4r)-4-(3-chloro-5-(trifluoromethyl)pyridin-2-yl)cyclohexyl)-2-thia-6-azaspiro[3.4]octane 2,2-dioxide